CC1N(CCC1)C(CC1=CC=C(C=C1)NC(OCC1=CC=C(C=C1)Cl)=O)=O 4-chlorobenzyl (4-(2-(2-methylpyrrolidin-1-yl)-2-oxoethyl)phenyl)carbamate